methyl 5-bromo-6-methyl-4-pivalamidopicolinate BrC=1C(=CC(=NC1C)C(=O)OC)NC(C(C)(C)C)=O